(2-(2-Chloropyrimidin-4-yl)ethyl)carbamic acid tert-butyl ester C(C)(C)(C)OC(NCCC1=NC(=NC=C1)Cl)=O